(R)-benzyl sulfoxide C(C1=CC=CC=C1)S(=O)CC1=CC=CC=C1